BrC1=C(C(=NN1COCC[Si](C)(C)C)C1=CCC2(CCN(CC2)C(=O)[O-])CC1)C1=NC=CC=N1 9-(5-bromo-4-(pyrimidin-2-yl)-1-((2-(trimethylsilyl)ethoxy)methyl)-1H-pyrazol-3-yl)-3-azaspiro[5.5]undec-8-ene-3-carboxylate